C(C)(=O)N1S(C2=C(C=CC=C2Cl)C12C(N(C(C2)=O)C)=O)(=O)=O 2-acetyl-7-chloro-1'-methyl-2H-spiro[benzo[d]isothiazole-3,3'-pyrrolidine]-2',5'-dione 1,1-dioxide